methyl 2-(6-(tert-butoxy)-2-phenyl-3,4-dihydro-naphthalen-1-yl)-5-hydroxybenzoate C(C)(C)(C)OC=1C=C2CCC(=C(C2=CC1)C1=C(C(=O)OC)C=C(C=C1)O)C1=CC=CC=C1